N-[2-[3-(fluoromethyl)azetidin-1-yl]ethyl]-4-[(1R,3R)-2-(2-fluoro-2-methyl-propyl)-3-methyl-1,3,4,9-tetrahydropyrido[3,4-b]indol-1-yl]aniline FCC1CN(C1)CCNC1=CC=C(C=C1)[C@H]1N([C@@H](CC2=C1NC1=CC=CC=C21)C)CC(C)(C)F